bis-(2-ethylhexanoyl) peroxide C(C)C(C(=O)OOC(C(CCCC)CC)=O)CCCC